N=NC=O iminoformamide